5,5'-methylenebis(6-hydroxy-2-naphthoic acid) C(C1=C2C=CC(=CC2=CC=C1O)C(=O)O)C1=C2C=CC(=CC2=CC=C1O)C(=O)O